bistridecyl phthalate C(C=1C(C(=O)OCCCCCCCCCCCCC)=CC=CC1)(=O)OCCCCCCCCCCCCC